C(CCCCCCCCCCCCCCCCCC(=O)O)CCCCCCCCCCCCCCCCCC(=O)O methylenebisstearic acid